4-methacryloyloxy-ethoxybenzophenone C(C(=C)C)(=O)OC1=CC(=C(C(=O)C2=CC=CC=C2)C=C1)OCC